(2S,4R)-N-[(1S) or (1R)-2-cyclopropyl-1-[3-fluoro-4-(propan-2-yl)phenyl]ethyl]-4-fluoro-1-[2-(1H-1,2,3-triazol-5-yl)acetyl]pyrrolidine-2-carboxamide C1(CC1)C[C@@H](C1=CC(=C(C=C1)C(C)C)F)NC(=O)[C@H]1N(C[C@@H](C1)F)C(CC1=CN=NN1)=O |o1:4|